[N-]=C=S.O[C@@H]1[C@H](O)[C@@H](O)[C@H](O)[C@H](O1)CO alpha-D-glucopyranose isothiocyanate